P(=S)(OC1=C(C=CC=C1)C(C)C)(OC1=C(C=CC=C1)C(C)C)OC1=C(C=CC=C1)C(C)C tri(isopropylphenyl) thiophosphate